dimethylphenylketone CC=1C(=C(C=CC1)C(=O)C1=C(C(=CC=C1)C)C)C